tert-butyl (3S,4S)-4-(2,2-difluoro-2-phenoxyacetamido)-3-fluoropiperidine-1-carboxylate FC(C(=O)N[C@@H]1[C@H](CN(CC1)C(=O)OC(C)(C)C)F)(OC1=CC=CC=C1)F